2-(2-Chloropyrimidin-4-yl)-N-(4-(6-ethoxypyrazin-2-yl)phenyl)-N-(4-methoxybenzyl)acetamide ClC1=NC=CC(=N1)CC(=O)N(CC1=CC=C(C=C1)OC)C1=CC=C(C=C1)C1=NC(=CN=C1)OCC